2-Ethynyl-N-(3-methoxy-5-(trifluoromethoxy)phenyl)-N-(1-methyl-2-oxo-3-phenylhexahydropyrimidin-5-yl)thiazole-4-carboxamide C(#C)C=1SC=C(N1)C(=O)N(C1CN(C(N(C1)C)=O)C1=CC=CC=C1)C1=CC(=CC(=C1)OC(F)(F)F)OC